2-(5-iodo-2-methylphenyl)thiazolo[5,4-d]Pyrimidin-7-amine IC=1C=CC(=C(C1)C=1SC=2N=CN=C(C2N1)N)C